C(C)OC(=O)C=1C2=C(N(N1)C1=CC=C(C=C1)CN1CCOCC1)C=1C=CC(=C(C1S(C2)(=O)=O)F)Cl 7-chloro-6-fluoro-1-(4-(morpholinylmethyl)phenyl)-1,4-dihydrothiochromeno[4,3-c]pyrazole-3-carboxylic acid ethyl ester 5,5-dioxide